[OH-].[Na+] Sodium hydroxide